4-(5-cyclopropyl-6-methoxypyrazolo[1,5-a]pyrimidin-3-yl)-N-((3S,4S)-4-fluoropiperidin-3-yl)pyrimidin-2-amine C1(CC1)C1=NC=2N(C=C1OC)N=CC2C2=NC(=NC=C2)N[C@H]2CNCC[C@@H]2F